C(C)(C)C1=NOC(=N1)N1CCC(CC1)C(COC)O 1-(1-(3-isopropyl-1,2,4-oxadiazol-5-yl)piperidin-4-yl)-2-methoxyethanol